3-METHOXY-2-(TRIFLUOROMETHYL)PHENYLBORONIC ACID COC=1C(=C(C=CC1)B(O)O)C(F)(F)F